NC1(SC=CC1)C#N 2-aminothiophenenitrile